ClC=1N=NC(=CC1C(=O)NC1C2CC3CC(CC1C3)C2)Cl 3,6-dichloro-N-(tricyclo[3.3.1.13,7]decan-2-yl)pyridazine-4-carboxamide